ClC=1C(=CC2=C(OC(C(N2)=O)(F)F)C1)C1=C(C(=C(C(=C1F)F)F)F)F 7-chloro-2,2-difluoro-6-(perfluorophenyl)-2H-benzo[B][1,4]oxazin-3(4H)-one